3-(5-Phenyl-1H-pyrrolo[2,3-b]pyridin-3-yl)-phenylamine C1(=CC=CC=C1)C=1C=C2C(=NC1)NC=C2C=2C=C(C=CC2)N